CC1=C(C=C(C=C1)NC(=O)N1C[C@@H](CC1)CC(F)(F)F)C1=CC(=NC(=C1)N1CCOCC1)N(C(C)=O)C (3S)-N-[4-methyl-3-[2-(N-methylacetamido)-6-(morpholin-4-yl)pyridin-4-yl]phenyl]-3-(2,2,2-trifluoroethyl)pyrrolidine-1-carboxamide